PROPYN C#CC